O=C1[N-]SC2=C1C=CC=C2 3-oxo-3H-1,2-benzothiazole-2-ide